(±)-(trans)-N-[8-amino-6-(4-methyl-3-pyridyl)-7-(trifluoromethyl)-3-isoquinolyl]-2-cyano-cyclopropanecarboxamide NC=1C(=C(C=C2C=C(N=CC12)NC(=O)[C@H]1[C@@H](C1)C#N)C=1C=NC=CC1C)C(F)(F)F |r|